FC1(OC2=CC=3N(C(=NC3C=C2O1)C1=C(C=C(C=N1)B(O)O)S(=O)(=O)CC)C)F (6-{5,5-difluoro-12-methyl-4,6-dioxa-10,12-diazatricyclo[7.3.0.03,7]dodeca-1(9),2,7,10-tetraen-11-yl}-5-(ethanesulfonyl)pyridine-3-yl)boronic acid